O=C1C2CC3CCCC(N3C1CNS(=O)(=O)C)C2 N-((3-oxooctahydro-2H-2,6-methanoquinolizin-4-yl)methyl)methanesulfonamide